5-formyl-2'-deoxycytidine triphosphate P(O)(=O)(OP(=O)(O)OP(=O)(O)O)OC[C@@H]1[C@H](C[C@@H](O1)N1C(=O)N=C(N)C(=C1)C=O)O